5-(1-phenylallyl)-1,4-dihydropyridine-3-carboxylate C1(=CC=CC=C1)C(C=C)C=1CC(=CNC1)C(=O)[O-]